CC(C=C)(CCC=C(C)C)C(C(=O)O)C.C(C)(C=C)(CCC=C(C)C)OC(CC)=O.NC=1C(=NC(=NC1)OC)OC 5-amino-2,4-dimethoxypyrimidine Linalyl-Propionate (3,7-dimethylocta-1,6-dien-3-yl-propanoate)